1-(4-((3R)-2-(2,2-difluoroethyl)-3-methyl-2,3,4,9-tetrahydro-1H-pyrido[3,4-b]indol-1-yl)-3-methoxyphenyl)piperidine-4-carbaldehyde FC(CN1C(C=2NC3=CC=CC=C3C2C[C@H]1C)C1=C(C=C(C=C1)N1CCC(CC1)C=O)OC)F